3-(4,4-difluorocyclohexyl)-3-(4-(4,4,5,5-tetramethyl-1,3,2-dioxaborolan-2-yl)phenyl)-7-(trifluoromethyl)indolin-2-one FC1(CCC(CC1)C1(C(NC2=C(C=CC=C12)C(F)(F)F)=O)C1=CC=C(C=C1)B1OC(C(O1)(C)C)(C)C)F